5-fluoro-4-(3-phenylisooxazolidin-2-yl)-N-(3,4,5-trimethoxyphenyl)pyrimidin-2-amine FC=1C(=NC(=NC1)NC1=CC(=C(C(=C1)OC)OC)OC)N1OCCC1C1=CC=CC=C1